(2S)-4-methyl-N-[2-[2-methyl-6-[(5-phenylthiazol-2-yl)amino]pyrimidin-4-yl]oxyethyl]-1-prop-2-enoyl-piperazine-2-carboxamide CN1C[C@H](N(CC1)C(C=C)=O)C(=O)NCCOC1=NC(=NC(=C1)NC=1SC(=CN1)C1=CC=CC=C1)C